C[C@]1(O[C@]2(CN[C@@H]1[C@@H]2O)COC(C2=CC=CC=C2)(C2=CC=C(C=C2)OC)C2=CC=C(C=C2)OC)N2C(NC(C(=C2)C)=O)=O methyl-(1R,3R,4R,7S)-1-[[bis(4-methoxyphenyl)-phenyl-methoxy]methyl]-7-hydroxy-3-(5-methyl-2,4-dioxopyrimidin-1-yl)-2-oxa-5-azabicyclo[2.2.1]heptane